4-((hydroxyamino)methyl)-N-(4-(4-methylpiperidin-1-yl)phenyl)aniline 3-hydroxy-1-adamantyl-methacrylate OC12CC3(CC(CC(C1)C3)C2)OC(C(=C)C)=O.ONCC2=CC=C(NC3=CC=C(C=C3)N3CCC(CC3)C)C=C2